tert-butyl 4-[1-[4-[3-[2,6-difluoro-3-[[(3R)-3-fluoropyrrolidin-1-yl] sulfonylamino]benzoyl]-1H-pyrrolo[2,3-b]pyridin-5-yl]phenyl]-4-piperidyl]piperazine-1-carboxylate FC1=C(C(=O)C2=CNC3=NC=C(C=C32)C3=CC=C(C=C3)N3CCC(CC3)N3CCN(CC3)C(=O)OC(C)(C)C)C(=CC=C1NS(=O)(=O)N1C[C@@H](CC1)F)F